(S)-4-(2-oxooxazolidin-3-yl)-3-(4-methylphenyl)-N-((R)-1-(2-(trifluoromethyl)pyrimidin-5-yl)ethyl)-4,5-dihydro-1H-pyrazole-1-carboxamide O=C1OCCN1[C@@H]1C(=NN(C1)C(=O)N[C@H](C)C=1C=NC(=NC1)C(F)(F)F)C1=CC=C(C=C1)C